7-(methoxy)-6-(methylsulfonyl)-3-{[4-(4-morpholinyl)-1-piperidinyl]methyl}-N-(1-phenylcyclopropyl)-2-[3-(trifluoromethyl)phenyl]-4-quinolinecarboxamide COC1=C(C=C2C(=C(C(=NC2=C1)C1=CC(=CC=C1)C(F)(F)F)CN1CCC(CC1)N1CCOCC1)C(=O)NC1(CC1)C1=CC=CC=C1)S(=O)(=O)C